N[C@H]1CN(CCC1)C1=C(CC2=CN=C3N2C=CN=C3N)C=C(C=C1)C=1C=NN3C1C=CC=C3 (R)-3-(2-(3-aminopiperidin-1-yl)-5-(pyrazolo[1,5-a]pyridin-3-yl)benzyl)imidazo[1,2-a]pyrazin-8-amine